2-[5-methyl-1-[4-(trifluoromethoxy)phenyl]pyrazol-3-yl]-1,3,3a,4,5,6,7,7a-octahydroisoindol-5-ol CC1=CC(=NN1C1=CC=C(C=C1)OC(F)(F)F)N1CC2CCC(CC2C1)O